trifluoromethyl(pyridinyltriazole) FC(F)(F)C1=C(N=NN1)C1=NC=CC=C1